COC1=CC=C(C=C1)CN1C(N(CCC1=O)C1=CN=C2N1C=CC=C2N2[C@H]1CN([C@@H](C2)C1)C(=O)OC(C)(C)C)=O Tert-butyl (1R,4R)-5-[3-[3-[(4-methoxyphenyl)methyl]-2,4-dioxo-hexahydropyrimidin-1-yl]imidazo[1,2-a]pyridin-8-yl]-2,5-diazabicyclo[2.2.1]heptane-2-carboxylate